1-(4-fluoro-3-methyl-phenyl)-3-[3-(hydroxymethyl)cyclobutyl]-2-isopropyl-indol-5-ol FC1=C(C=C(C=C1)N1C(=C(C2=CC(=CC=C12)O)C1CC(C1)CO)C(C)C)C